C1(CC1)S(=O)(=O)NC(C1=C(C=C(C=C1)N1[C@@H]2C[C@H]([C@H]([C@H]1C)C2)OCC2=C(C=NN2C2=C(C=CC=C2Cl)Cl)C2CC2)F)=O N-(Cyclopropansulfonyl)-4-[(1S,3R,4S,5R)-5-{[4-cyclopropyl-1-(2,6-dichlorophenyl)-1H-pyrazol-5-yl]methoxy}-3-methyl-2-azabicyclo[2.2.1]heptan-2-yl]-2-fluorobenzamid